[Si](C1=CC=CC=C1)(C1=CC=CC=C1)(C(C)(C)C)OCC(O)[C@@H]1[C@@H]2CC[C@H](CN1)N2C(=O)OC(C)(C)C tert-butyl (1S,2S,5R)-2-(2-((tert-butyldiphenylsilyl)oxy)-1-hydroxyethyl)-3,8-diazabicyclo[3.2.1]octane-8-carboxylate